CC=1C=C2C=NN(C2=CC1C1C[C@@H]2[C@@H](CNC2)C1)C=1C=NN(C1)C 5-methyl-1-(1-methyl-1H-pyrazol-4-yl)-6-((3aR,5s,6aS)-octahydrocyclopenta[c]pyrrol-5-yl)-1H-indazole